1-(2-chloro-3-methoxymethyl-5-hydroxyphenyl)-3-(4-methoxyphenyl)-(2E)-2-propen-1-one ClC1=C(C=C(C=C1COC)O)C(\C=C\C1=CC=C(C=C1)OC)=O